N-(2-(dimethylamino)ethyl)-N-methyl-N'-[4-(1-methyl-1H-indol-3-yl)-2-pyrimidinyl]2-Nitrobenzene-1,4-diamine CN(CCN(C1=C(C=C(C=C1)NC1=NC=CC(=N1)C1=CN(C2=CC=CC=C12)C)[N+](=O)[O-])C)C